6'-chloro-3,4'-difluoro-5-(((2R,3R)-2-methyl-3-((methylsulfonyl)methyl)azetidin-1-yl)methyl)-2,3'-bipyridine ClC1=CC(=C(C=N1)C1=NC=C(C=C1F)CN1[C@@H]([C@@H](C1)CS(=O)(=O)C)C)F